C1(=CC=CC=C1)[C@H]1CC[C@H](CC1)OC[C@@H]1N(CCC[C@@H]1NS(=O)(=O)C)C(=O)[C@H]1COCC1 N-(cis-2-(((cis-4-phenylcyclohexyl)oxy)methyl)-1-((3R)-tetrahydrofuran-3-ylcarbonyl)piperidin-3-yl)methanesulfonamide